(12R)-2-chloro-7-hydroxy-6,8-dioxo-N-(2,4,6-trifluorobenzyl)-6,8,13,14-tetrahydro-12H-5,12-methanobenzo[e]pyrido[1,2-a][1,4]diazonine-9-carboxamide ClC1=CC2=C(N3C(C=4N([C@H](CC2)C3)C=C(C(C4O)=O)C(=O)NCC4=C(C=C(C=C4F)F)F)=O)C=C1